N-[4-(3-Cyanophenyl)-5-(2,6-dimethyl-4-pyridyl)thiazol-2-yl]-3,6-diazabicyclo[3.1.1]heptan-6-carboxamid C(#N)C=1C=C(C=CC1)C=1N=C(SC1C1=CC(=NC(=C1)C)C)NC(=O)N1C2CNCC1C2